[N-](S(=O)(=O)C(F)(F)F)S(=O)(=O)C(F)(F)F.CN1CN(C=C1)O 1-methyl-3-hydroxyimidazole bis(trifluoromethanesulfonyl)imide salt